5-(tert-butoxycarbonyl)-2,4,5,6-tetrahydro-pyrrolo[3,4-c]pyrazole-3-carboxylic acid C(C)(C)(C)OC(=O)N1CC2=NNC(=C2C1)C(=O)O